3-(2-benzoyl-1,2,3,4-tetrahydroisoquinolin-5-yl)-3-phenylpropionic acid C(C1=CC=CC=C1)(=O)N1CC2=CC=CC(=C2CC1)C(CC(=O)O)C1=CC=CC=C1